ClC=1C=C(C=CC1)C1(CC=C(C=C1)C(CC(=O)N[C@H](C(=O)N[C@@H](C[C@H]1C(NCC1)=O)C(C(=O)NCC)O)CCCC)O)C (2S)-2-(4-(3-chlorophenyl)-3-hydroxy-4-methyl-3-phenylpropionamido)-N-((2S)-4-(ethylamino)-3-hydroxy-4-oxo-1-((S)-2-oxopyrrolidin-3-yl)butan-2-yl)hexanamide